CCC(CC(CCCCC)=O)=O methyl-2,4-nonanedione